(S)-2-((S)-5-chloro-6-fluoro-2-phenyl-4-(4,4,5,5-tetramethyl-1,3,2-dioxaborolan-2-yl)-2,3-dihydrobenzofuran-2-yl)pyrrolidine-1-carboxylate ClC=1C(=CC2=C(C[C@](O2)(C2=CC=CC=C2)[C@H]2N(CCC2)C(=O)[O-])C1B1OC(C(O1)(C)C)(C)C)F